C(C(C)C)OC(=O)C1=C[C@H]([C@@H](CC1)C(=C)C)C1=C(C=C(C=C1O)CCCCC)O (3R-trans)-3-(2,6-dihydroxy-4-pentylphenyl)-4-(1-methylethenyl)-1-cyclohexene-1-carboxylic acid isobutyl ester